3-(2-(piperazin-1-ylmethyl)benzo[d]oxazol-6-yl)piperidine-2,6-dione N1(CCNCC1)CC=1OC2=C(N1)C=CC(=C2)C2C(NC(CC2)=O)=O